Cl.C(C=C)OC(C[C@@H](C(=O)NCCC1=CC2=C(OCO2)C=C1)N)=O (S)-3-amino-4-((2-(benzo[d][1,3]dioxol-5-yl)ethyl)amino)-4-oxobutanoic acid allyl ester hydrochloride